FC1=NC=CC=C1 fluoro-azabenzene